ClC1=CC=C(C=C1)[C@@H](NC(=O)[C@@H]1CNC(O1)=O)C=1N=C(NC1)C(F)(F)F (S)-N-((R)-(4-chlorophenyl)(2-(trifluoromethyl)-1H-imidazol-4-yl)methyl)-2-oxo-oxazolidine-5-carboxamide